C(C(=C)C)(=O)OCCN(C(NCCC[Si](OCC)(OCC)OCC)=O)C(C)(C)C 10-(tert-butyl)-4,4-diethoxy-9-oxo-3-oxa-8,10-diaza-4-siladodecan-12-yl methacrylate